(S)-2-amino-4-((2-((2-fluorobenzyl)oxy)benzyl)(2-(4-methoxyphenoxy)benzyl)amino)butanoic acid N[C@H](C(=O)O)CCN(CC1=C(C=CC=C1)OC1=CC=C(C=C1)OC)CC1=C(C=CC=C1)OCC1=C(C=CC=C1)F